2-hydroxy-4-(trifluoromethyl)benzene OC1=CC=CC(=C1)C(F)(F)F